2,5,8,11,16,19,22,25,29,32,35-undecaoxo-9-(p-tolylmethyl)spiro[1,4,7,10,15,18,21,24,28,31,34-undecazatricyclo[34.3.0.012,15]nonatriacontane-33,1'-cyclopentane]-27-carboxamide O=C1N2CCCC2C(NC2(CCCC2)C(NCC(NC(CC(NCC(NCC(NCC(N2CCC2C(NC(C(NCC(NC1)=O)=O)CC1=CC=C(C=C1)C)=O)=O)=O)=O)=O)C(=O)N)=O)=O)=O